The molecule is a member of pyrazines. It has a role as a member of oxidized luciferins. It derives from an Oplophorus luciferin. C1=CC=C(C=C1)CC2=NC(=CN=C2NC(=O)CC3=CC=C(C=C3)O)C4=CC=C(C=C4)O